4-(methylsulfinyl)butylthiocyanate CS(=O)CCCCSC#N